[N+](=O)([O-])[O-].[Cr+3].[N+](=O)([O-])[O-].[N+](=O)([O-])[O-] chromium nitrate salt